(R)-2-(1-methylpyrrolidin-2-yl)-1H-benzo[d]imidazol-5-amine CN1[C@H](CCC1)C1=NC2=C(N1)C=CC(=C2)N